C(CCCCCCCCCCCCCCCCCCCCC)[N+](CC1=CC=CC=C1)(C)C behenyl-dimethylbenzyl-ammonium